ClC=1C(=NC(=CC1)OC)OC[C@@H]1N[C@H]2C[C@H]2C1 (1S,3R,5S)-3-{[(3-chloro-6-methoxypyridin-2-yl)oxy]methyl}-2-azabicyclo[3.1.0]hexane